ClC1=CC=C(C(=N1)OC)CN(C(OC(C)(C)C)=O)C[C@H]1NC(CC1)=O tert-butyl N-[(6-chloro-2-methoxy-3-pyridyl)methyl]-N-[[(2S)-5-oxopyrrolidin-2-yl]methyl]carbamate